Cl.Cl.CC(C)NCC1CN(CC1)C=1N=NC(=CN1)C1=C(C=C(C=C1)C=1C=NNC1)O 2-[3-(3-{[(propan-2-yl)amino]methyl}pyrrolidin-1-yl)-1,2,4-triazin-6-yl]-5-(1H-pyrazol-4-yl)phenol dihydrochloride